N,N'-bis[2-(1H-imidazol-4-yl)ethyl]malonamide bis(2-hydroxyethyl)terephthalate OCCOC(C1=CC=C(C(=O)OCCO)C=C1)=O.N1C=NC(=C1)CCNC(CC(=O)NCCC=1N=CNC1)=O